(7-(4-(4-((tert-butoxycarbonyl)amino)butoxy)piperidin-1-yl)-6-methylquinolin-4-yl)boronic acid C(C)(C)(C)OC(=O)NCCCCOC1CCN(CC1)C1=C(C=C2C(=CC=NC2=C1)B(O)O)C